OC1=C(CNC(C=C)=O)C=CC=C1C(N)=O N-(2-hydroxy-3-carbamoylbenzyl)acrylamide